tert-butyl 2-(4-((4-chlorobenzyl)oxy)phenyl)-6,7-dihydrooxazolo[4,5-c]pyridine-5(4H)-carboxylate ClC1=CC=C(COC2=CC=C(C=C2)C=2OC3=C(CN(CC3)C(=O)OC(C)(C)C)N2)C=C1